ClC=1C(=C(C=C(C1)F)C1N(C[C@@H](C1)O)C(=O)OC(C)(C)C)O tert-butyl (4R)-2-(3-chloro-5-fluoro-2-hydroxyphenyl)-4-hydroxypyrrolidine-1-carboxylate